(S)-1-(4-(6-amino-5-(trifluoromethyl)pyridin-3-yl)-1-(bicyclo[1.1.1]pentan-1-yl)-1H-imidazol-2-yl)-2-methylpropan-1-ol NC1=C(C=C(C=N1)C=1N=C(N(C1)C12CC(C1)C2)[C@H](C(C)C)O)C(F)(F)F